2-fluoro-4-(1-((5-methoxy-7-methyl-1H-indol-4-yl)methyl)-4-methylpiperazin-2-yl)benzoic acid FC1=C(C(=O)O)C=CC(=C1)C1N(CCN(C1)C)CC1=C2C=CNC2=C(C=C1OC)C